tert-butyl 3-((6-(5-amino-2-methylphenyl)-8,9-dihydroimidazo[1',2':1,6]pyrido[2,3-d]pyrimidin-2-yl)amino)azetidine-1-carboxylate NC=1C=CC(=C(C1)C1=CC2=C(N=C(N=C2)NC2CN(C2)C(=O)OC(C)(C)C)N2C1=NCC2)C